nonyl (Z)-3-((4-imino-4-(octadec-9-en-1-ylamino)butyl)thio)propanoate N(=C(\CCCSCCC(=O)OCCCCCCCCC)/NCCCCCCCCC=CCCCCCCCC)/[H]